1-tert-butyl-4-ethyl-5-oxaheptane-1,4-dicarboxylic acid C(C)(C)(C)C(CCC(OCC)(C(=O)O)CC)C(=O)O